(S)-2-methyl-1-(3-(4-nitrophenoxy)propyl)pyrrolidine C[C@@H]1N(CCC1)CCCOC1=CC=C(C=C1)[N+](=O)[O-]